C(C=C)(=O)N1CCN(CC1)CCCCN1C(=CC2=C(C(=CC=C12)CN1CCC2(CN(C2)C2=NC=NC3=CC=C(C=C23)CC(F)(F)F)CC1)C)C#N 1-[4-(4-Acryloylpiperazin-1-yl)butyl]-4-methyl-5-({2-[6-(2,2,2-trifluoroethyl)quinazolin-4-yl]-2,7-diazaspiro[3.5]non-7-yl}methyl)-1H-indole-2-carbonitrile